FC(S(=O)(=O)NCC[NH3+])(F)F 2-(trifluoromethylsulfonylamino)ethylammonium